COC(=O)[C@@H]1[C@H]2C[C@@H]([C@@H](C1)C2)C(=O)OC |r| racemic-(1R,2S,4R,5S)-bicyclo[2.2.1]heptane-2,5-dicarboxylic acid dimethyl ester